ClC1=NC2=CC=C(C=C2C(=N1)[C@@](COC1OCCCC1)(C1=CC=CC=C1)OC1CC1)C=1C2=C(C(N(C1)C)=O)N(C=C2)S(=O)(=O)C2=CC=C(C)C=C2 4-(2-chloro-4-((1R)-1-cyclopropoxy-1-phenyl-2-((tetrahydro-2H-pyran-2-yl)oxy)ethyl)quinazolin-6-yl)-6-Methyl-1-tosyl-1,6-dihydro-7H-pyrrolo[2,3-c]pyridin-7-one